[Cu].[Li] lithium copper